3-[2-(8-chloro-4-oxo-chromen-2-yl)-5-(trifluoromethyl)phenoxy]-N-methylsulfonyl-cyclobutanecarboxamide ClC=1C=CC=C2C(C=C(OC12)C1=C(OC2CC(C2)C(=O)NS(=O)(=O)C)C=C(C=C1)C(F)(F)F)=O